3-(4-(2-methoxyethyl)piperidin-4-yl)-5-(piperidin-1-ylmethyl)-5,6-dihydro-1,4,2-dioxazine COCCC1(CCNCC1)C1=NOCC(O1)CN1CCCCC1